N-[(2S,3R)-1-(bicyclo[1.1.1]pentane-1-carbonyl)-2-{[3-(4,6-dimethylpyrimidin-2-yl)phenyl]methyl}-4,4-difluoropyrrolidin-3-yl]ethanesulfonamide C12(CC(C1)C2)C(=O)N2[C@H]([C@H](C(C2)(F)F)NS(=O)(=O)CC)CC2=CC(=CC=C2)C2=NC(=CC(=N2)C)C